CN1C(C2=C(C=C1)C(=CN2)C2=NC(=NC=C2C(F)(F)F)NC2CNCCC2)=O 6-methyl-3-{2-[(piperidin-3-yl)amino]-5-(trifluoromethyl)pyrimidin-4-yl}-1H,6H,7H-pyrrolo[2,3-c]pyridin-7-one